methamidotin iodide bromide C(=O)N[Sn](Br)I